N-(4,4-difluoropiperidin-3-yl)-2-methyl-6-[(pyridin-2-yl)methoxy]indolizine-3-carboxamide FC1(C(CNCC1)NC(=O)C1=C(C=C2C=CC(=CN12)OCC1=NC=CC=C1)C)F